C(C)(C)(C)C=1C=C(C=C(C1)C(C)(C)C)C=1C=C(C=C2C=C(CC12)C)C 7-(3,5-di-tert-butylphenyl)-2,5-dimethyl-1H-indene